CC1=NC(=CC=C1N1CCN(CC1)CC=1C=CC=2C3=C(C(NC2C1)=O)CCC3)C(NC)=O 7-((4-(2-methyl-6-(methylcarbamoyl)pyridin-3-yl)piperazin-1-yl)methyl)-1,2,3,5-tetrahydro-4H-cyclopenta[c]quinolin-4-one